N-(2-(2-(trifluoromethyl)phenyl)pyridin-3-yl)pyrazolo[1,5-a]pyrimidine-3-carboxamide FC(C1=C(C=CC=C1)C1=NC=CC=C1NC(=O)C=1C=NN2C1N=CC=C2)(F)F